FC=1C=C(CN2C3=C(C(=C(CC2=O)C(=O)OC)O)C=NC=C3)C=CC1C Methyl 1-(3-fluoro-4-methylbenzyl)-5-hydroxy-2-oxo-2,3-dihydro-1H-pyrido[4,3-b]azepine-4-carboxylate